triethyl-benzyl-phosphonium hydroxide [OH-].C(C)[P+](CC1=CC=CC=C1)(CC)CC